C1=C(C=CC2=CC=CC=C12)[SiH2]C1=CC2=CC=CC=C2C=C1 1,1-bis(naphthalen-2-yl)silane